C(C1=CC=CC=C1)OC(=O)NC(C(=O)NC(CC(=O)O)C(CF)=O)C(C)C 3-(2-benzyloxycarbonylamino-3-methyl-butanamido)-5-fluoro-4-oxo-pentanoic acid